N-methyl-lauryl-amine CNCCCCCCCCCCCC